4-Amino-8-(6-ethoxy-3-fluoropyridin-2-yl)-2-oxo-N-propyl-1,2-dihydroquinoline-3-carboxamide NC1=C(C(NC2=C(C=CC=C12)C1=NC(=CC=C1F)OCC)=O)C(=O)NCCC